CC=1C(=NC(=NC1)NC1=CC=C(C=C1)OCCN1CCCC1)NC=1C=C(C=CC1)S(=O)(=O)N 3-{[5-methyl-2-({4-[2-(1-pyrrolidinyl)ethoxy]phenyl}amino)-4-pyrimidinyl]amino}benzenesulfonamide